C(=O)O.NCCC1CCN(CC1)C(=O)C1=C(C=C(C=C1)NC(=O)C=1N(C(=CN1)C1=C(C(=C(C=C1)OC)F)F)C)Cl N-[4-[4-(2-aminoethyl)piperidine-1-carbonyl]-3-chloro-phenyl]-5-(2,3-difluoro-4-methoxy-phenyl)-1-methyl-imidazole-2-carboxamide formate